5-(5,5-difluoro-4-hydroxy-3-(trifluoromethyl)-5,6-dihydro-cyclopenta[b]pyrrol-1(4H)-yl)-2-fluoro-cyanopyridine FC1(C(C2=C(N(C=C2C(F)(F)F)C=2C=C(C(=NC2)F)C#N)C1)O)F